C[NH+]1CCCC1 1-methylpyrrolidine-1-ium